[Na].[Y] yttrium sodium